NC1=NC=NC=2C3=C(CC(C12)(C)C)C(=C(C=C3)O[C@@H]3CC[C@H](CC3)N)OCCC#N 3-[[4-amino-8-(trans-4-aminocyclohexyloxy)-5,5-dimethyl-6H-benzo[H]quinazolin-7-yl]oxy]propionitrile